NC=1C=CC(=NC1)N1CC2(CC1)C(NC(CC2)=O)=O 2-(5-aminopyridin-2-yl)-2,7-diazaspiro[4.5]decane-6,8-dione